2-ethyl-benzene-acrylic acid tert-butyl ester C(C)(C)(C)OC(C=CC1=C(C=CC=C1)CC)=O